C(#C)C=1C=C(C=CC1)[C@@H]1N(OCC1)C1=CC(=NC=N1)NC=1C(=CC(=C(C1)NC(C=C)=O)N1CCC(CC1)N1CCOCC1)OC N-(5-((6-((R)-3-(3-ethynylphenyl)-isoxazolidine-2-yl)pyrimidine-4-yl)amino)-4-methoxy-2-(4-morpholinopiperidine-1-yl)phenyl)acrylamide